3,5-bis(trifluoromethyl)-1,2,4-triazolate FC(C1(N=NC(=N1)C(F)(F)F)C(=O)[O-])(F)F